NC1CC(C1)NC(C1=C(C=C(C=C1)NC=1C=2N(C=CN1)C(=CN2)C2=C(C(=C(C=C2)OC)F)F)CC)=O N-(3-aminocyclobutyl)-4-[[3-(2,3-difluoro-4-methoxy-phenyl)imidazo[1,2-a]pyrazin-8-yl]amino]-2-ethyl-benzamide